3-(5-(1-(1,1-dioxidothietan-3-yl)-4-((tetrahydro-1H-furo[3,4-c]pyrrol-5(3H)-yl)methyl)-1H-pyrrolo[2,3-b]pyridin-6-yl)-4-fluoro-1-oxoisoindolin-2-yl)piperidine-2,6-dione O=S1(CC(C1)N1C=CC=2C1=NC(=CC2CN2CC1C(C2)COC1)C=1C(=C2CN(C(C2=CC1)=O)C1C(NC(CC1)=O)=O)F)=O